(2S)-2-[[2-[[2-(allyloxycarbonylamino)acetyl]amino]acetyl]amino]-3-phenyl-propanoic acid C(C=C)OC(=O)NCC(=O)NCC(=O)N[C@H](C(=O)O)CC1=CC=CC=C1